3,5,6-Trimethylpyrazine-2-carbaldehyde CC=1C(=NC(=C(N1)C)C)C=O